5-(3-carboxymethoxyphenyl)-2-(4,5-dimethylthiazolyl)-3-(4-sulfophenyl)tetrazolium C(=O)(O)COC=1C=C(C=CC1)C1=NN(N([NH2+]1)C=1SC(=C(N1)C)C)C1=CC=C(C=C1)S(=O)(=O)O